O[C@@H]1CC=2N(N=CC2)C1 (R)-5-hydroxyl-5,6-dihydro-4H-pyrrolo[1,2-b]pyrazole